CC1=C(C=CC=C1)CCC 2-Methyl-phenyl-propane